C(CCC)[Si]([Si]([Si](C)(C)CCCC)(C1=CC=CC=C1)[Si](C)(C)CCCC)(C)C 1,3-dibutyl-2-(butyldimethylsilyl)-1,1,3,3-tetramethyl-2-phenyltrisilane